C(C)C=1C(=C(C=CC1F)[C@H]1[C@H](O[C@](C1)(C(F)(F)F)C)C(=O)OCC)OC |r| ethyl rac-(2S,3S,5R)-3-(3-ethyl-4-fluoro-2-methoxy-phenyl)-5-methyl-5-(trifluoromethyl)tetrahydrofuran-2-carboxylate